4-(2'-(2-(4,4,5,5-tetramethyl-1,3,2-dioxaborolan-2-yl)phenyl)spiro[cyclohexane-1,9'-fluoren]-7'-yl)benzonitrile CC1(OB(OC1(C)C)C1=C(C=CC=C1)C1=CC=2C3(C4=CC(=CC=C4C2C=C1)C1=CC=C(C#N)C=C1)CCCCC3)C